5-(1-cyclopropylethyl)-7-fluoro-2,3-dihydrobenzofuran-4-ol C1(CC1)C(C)C1=CC(=C2C(CCO2)=C1O)F